Cl.Cl.FC1=CC=CC=2NC(=NC21)CN 1-(4-fluoro-1H-benzimidazol-2-yl)methanamine dihydrochloride